[Cl-].C(C1=CC=CC=C1)(=O)N.C(C1=CC=CC=C1)(=O)N bisbenzamide chloride